2,2'-(oxybis(4,1-phenylene))bis(6-(4,5-dihydro-1H-imidazol-2-yl)-1H-indole) O(C1=CC=C(C=C1)C=1NC2=CC(=CC=C2C1)C=1NCCN1)C1=CC=C(C=C1)C=1NC2=CC(=CC=C2C1)C=1NCCN1